C(C1=CC=CC=C1)SC1=NC(=NC=2NC3=C(C=C(C=C3C21)F)N(C(OC(C)(C)C)=O)C)OC=2C=NC(=NC2)SC Tert-butyl (4-(benzylthio)-6-fluoro-2-((2-(methylthio)pyrimidin-5-yl)oxy)-9H-pyrimido[4,5-b]indol-8-yl)(methyl)carbamate